ethyl 2-(2-((5-chloro-7-((2-methoxy ethyl)amino)benzofuran-3-yl)methoxy)phenyl)acetate ClC=1C=C(C2=C(C(=CO2)COC2=C(C=CC=C2)CC(=O)OCC)C1)NCCOC